O=C1NC(CCC1N1C(C2=CC=C(C=C2C1=O)N1CC2(CN(C2)C(=O)OC(C)(C)C)C1)=O)=O tert-butyl 6-(2-(2,6-dioxopiperidin-3-yl)-1,3-dioxoisoindolin-5-yl)-2,6-diazaspiro[3.3]heptane-2-carboxylate